1-cyclopropyl-6-fluoro-7-(3-methylpiperazin-1-yl)-3-(3,4,5-trimethoxycinnamoyl)-8-methoxyquinolin-4(1H)-one C1(CC1)N1C=C(C(C2=CC(=C(C(=C12)OC)N1CC(NCC1)C)F)=O)C(C=CC1=CC(=C(C(=C1)OC)OC)OC)=O